ClC=1C(=C2C=C(NC(C2=C(N1)OC)=O)C)F 6-Chloro-5-fluoro-8-methoxy-3-methyl-2H-2,7-naphthyridin-1-one